C(C1=CC=CC=C1)NC1=NC=CC(=C1)C1=C(N=C(S1)CCC)C1=CC(=CC=C1)C N-benzyl-N-[4-[4-(3-methylphenyl)-2-propyl-1,3-thiazol-5-yl]-2-pyridyl]amine